4-bromo-N-(quinolin-8-yl)picolinamide BrC1=CC(=NC=C1)C(=O)NC=1C=CC=C2C=CC=NC12